C(C1=CC=CC=C1)OC(=O)N1CCC(CC1)OC1CC(C1)N1[C@@H](CN(C[C@H]1C)C(=O)OC(C)(C)C)C tert-butyl (3R,5R)-4-((1r,3R)-3-((1-((benzyloxy)carbonyl)piperidin-4-yl)oxy)cyclobutyl)-3,5-dimethylpiperazine-1-carboxylate